5-((triisopropylmethyl-Silyl)ethynyl)naphthalene-2-ol C(C)(C)C([SiH2]C#CC1=C2C=CC(=CC2=CC=C1)O)(C(C)C)C(C)C